methyl ((1-((3-((5-ethyl-2-((4-fluorobenzyl)oxy)phenyl)sulfonamido)-4-methoxybenzo[d]isoxazol-6-yl)methyl)-1H-pyrazol-4-yl)methyl)carbamate C(C)C=1C=CC(=C(C1)S(=O)(=O)NC1=NOC2=C1C(=CC(=C2)CN2N=CC(=C2)CNC(OC)=O)OC)OCC2=CC=C(C=C2)F